[N+](=O)([O-])C1=C2C=NN(C2=CC=C1)C1CCN(CC1)C(=O)OC(C)(C)C tert-butyl 4-(4-nitro-1H-indazol-1-yl)piperidine-1-carboxylate